1-(5-(((2R,4S)-1-isobutyl-2-methylpiperidin-4-yl)methyl)pyrazolo[1,5-a]pyridin-3-yl)dihydropyrimidine-2,4(1H,3H)-dione C(C(C)C)N1[C@@H](C[C@H](CC1)CC1=CC=2N(C=C1)N=CC2N2C(NC(CC2)=O)=O)C